(S)-2-amino-4-(4-hydroxyphenyl)butanoic acid N[C@H](C(=O)O)CCC1=CC=C(C=C1)O